C(C)C1CN(C1)C(=O)O[C@@H]1CC[C@H](CC1)C(N(C[C@@H]1CC[C@H](CC1)C1=NC(=C(C=C1)OC)C)C1=NC=CC(=C1)C=1N=C(OC1)C(C)C)=O trans-4-((4-(2-Isopropyloxazol-4-yl) pyridine-2-yl)((trans-4-(5-methoxy-6-methylpyridin-2-yl)cyclohexyl)methyl) carbamoyl)cyclohexyl 3-ethylazetidine-1-carboxylate